1,1-Diisocyanatobutane N(=C=O)C(CCC)N=C=O